(R)-3-methyl-4-(4-(1-(methylsulfonyl)cyclopropyl)imidazo[1,5-a]pyrimidin-2-yl)morpholine N,N-dimethylaminodithioformate CN(C)C(=S)S.C[C@H]1N(CCOC1)C1=NC=2N(C(=C1)C1(CC1)S(=O)(=O)C)C=NC2